COC([C@@H](NC(=O)NS(=O)(=O)C1=CC=C(C)C=C1)CCCNC(=O)NS(=O)(=O)C1=CC=C(C)C=C1)=O N,N'-di(p-toluenesulfonylaminocarbonyl)-ornithine-methyl ester